FC(C1=CN=C2N1C=C(C=C2)C2=CNC=1N=C(N=CC12)OCC)F 5-(3-(difluoromethyl)imidazo[1,2-a]pyridin-6-yl)-2-ethoxy-7H-pyrrolo[2,3-d]pyrimidine